C(C)(C)N1N(C2=C3C(=C(C=C2C1=O)OC)C=CC=C3)C3=CC=CC=C3 2-isopropyl-5-methoxy-1-phenyl-1H-benzo[g]indazol-3(2H)-one